CC1(OB(OC1(C)C)C=1C=C2C=NN(C2=CC1)C(=O)OC(C)(C)C)C tert-butyl 5-(4,4,5,5-tetramethyl-1,3,2-dioxaborolan-2-yl)Indazole-1-carboxylate